OC=1C(=NC=CC1)N1[C@H]([C@H](CC1)NS(=O)(=O)C)CO[C@@H]1CC[C@@H](CC1)C1=CC=CC=C1 N-((2R,3S)-1-(3-hydroxypyridin-2-yl)-2-((((CIS)-4-phenylcyclohexyl)oxy)methyl)pyrrolidin-3-yl)methanesulfonamide